6,6'-Difluoro-1,1'-dimethyl-[3,3'-bipyridine]-1,1'-diium bis(tetrafluoroborate) F[B-](F)(F)F.F[B-](F)(F)F.FC1=CC=C(C=[N+]1C)C=1C=[N+](C(=CC1)F)C